Cl.ClC1=CC=C(C(=O)NC2=NC3=CC=CC=C3C(=C2)N2CCC(CC2)NC(C)(C)C)C=C1 2-(4-chlorobenzamido)-4-(4-tert-butylaminopiperidin-1-yl)-quinoline Hydrochloride Salt